BrC1=NC(=CC2=CC=CC(=C12)Br)NC(OC(C)(C)C)=O tert-butyl (1,8-dibromoisoquinolin-3-yl)carbamate